NC=1C=C(C(=O)NCCCCN2C(=NC=3C(=NC=4C=CC=CC4C32)N)CCCC)C=CC1F 3-amino-N-(4-(4-amino-2-butyl-1H-imidazo[4,5-c]quinolin-1-yl)butyl)-4-fluorobenzamide